ClC=1C(=NN(C1NC(=O)N[C@@H]1CN(C[C@H]1C1=CC(=C(C=C1)F)F)CCOC)C1=CC=CC=C1)OCC(C)(C)O 1-(4-chloro-3-(2-hydroxy-2-methylpropyloxy)-1-phenyl-1H-pyrazol-5-yl)-3-((3s,4r)-4-(3,4-difluorophenyl)-1-(2-methoxyethyl)pyrrolidin-3-yl)urea